[Br-].[PH4+].C1(CCCCC1)C1=C(C=CC=C1)P(C1=CC=CC=C1)C1=CC=CC=C1 cyclohexyltriphenylphosphine phosphonium bromide